1-(5-methoxy-2-methyl-4-nitrophenyl)-4-(pyrrolidin-1-yl)piperidine COC=1C(=CC(=C(C1)N1CCC(CC1)N1CCCC1)C)[N+](=O)[O-]